methyl {3-[4-methoxycarbonyl-4-(N-phenylpropanamido)piperidino]propanoate} COC(=O)C1(CCN(CC1)CCC(=O)OC)N(C(CC)=O)C1=CC=CC=C1